C1=C(C=CC2=CC=CC=C12)C(CN1C(C2=CC=CC=C2C1=O)=O)=O 2-(2-(naphthalen-2-yl)-2-oxoethyl)isoindoline-1,3-dione